N-(4-chlorophenyl)-N-methylacetamide ClC1=CC=C(C=C1)N(C(C)=O)C